[N+](=O)([O-])C1=CC=C(C=C1)C=1NC=C(N1)C=1C=C(C=CC1)C 2-(4-nitrophenyl)-4(s)-(m-tolyl)-1H-imidazol